O.O.S(=O)(=O)([O-])[O-].[Pd+2] Palladium(II) sulfate dihydrate